C(C)OC(=O)C1=C(N=C(S1)NC1=NC(=CC(=N1)N1CCC(CC1)O)N1CCC(CC1)O)C 2-[4,6-Bis-(4-hydroxy-piperidin-1-yl)-pyrimidin-2-ylamino]-4-methyl-thiazole-5-carboxylic acid ethyl ester